2-fluoro-5-nitroanisole FC1=C(C=C(C=C1)[N+](=O)[O-])OC